N1[C@H](CNCC1)CC#N (S)-2-(piperazine-2-yl)acetonitrile